C(C)N(CCOC=1C=C2C(C3=C(C4=C(O3)C=CC=C4F)C(C2=CC1)=O)(C)C)CC 8-(2-Diethylamino-ethoxy)-1-fluoro-6,6-dimethyl-6H-benzo[b]naphtho[2,3-d]furan-11-one